3-bromo-1-(3-chloropyridin-2-yl)-5-pyrazolecarboxylic acid BrC1=NN(C(=C1)C(=O)O)C1=NC=CC=C1Cl